N-(3-fluoro-4-((1-isopropyl-2-oxo-2,3-dihydro-1H-imidazo[4,5-b]pyridin-7-yl)oxy)phenyl)-1-(2-methoxyphenyl)-5-(trifluoromethyl)-1H-pyrazole-4-carboxamide FC=1C=C(C=CC1OC1=C2C(=NC=C1)NC(N2C(C)C)=O)NC(=O)C=2C=NN(C2C(F)(F)F)C2=C(C=CC=C2)OC